5-amino-7-(3-cyanophenyl)-8-(2,3-dihydro-[1,4]dioxino[2,3-b]pyridin-8-yl)-N-ethylimidazo[1,2-c]pyrimidine-2-carboxamide NC1=NC(=C(C=2N1C=C(N2)C(=O)NCC)C2=C1C(=NC=C2)OCCO1)C1=CC(=CC=C1)C#N